C(=C)(C)[C@H](CC[C@H](CC)C)CCC=C (3S,6S)-6-isopropenyl-3-methyl-9-decene